FC1(C(C(S(=O)(=O)OS1(=O)=O)(F)F)(F)F)F hexafluoro-1,3-propanedisulfonic acid anhydride